1,1-Difluoro-4-oxa-7-azaspiro[2.5]octane-6-carboxylic acid FC1(CC12OCC(NC2)C(=O)O)F